6-(Cyclopropanecarboxamido)-4-((5-ethyl-4-oxo-4,5-dihydrothieno[3,2-c]pyridin-3-yl)amino)-N-methylnicotinamide C1(CC1)C(=O)NC1=NC=C(C(=O)NC)C(=C1)NC1=CSC2=C1C(N(C=C2)CC)=O